(4-bromo-7-chloro-2,3-dihydrobenzofuran-6-yl)(4-cyclopropylphenyl)methanone BrC1=CC(=C(C2=C1CCO2)Cl)C(=O)C2=CC=C(C=C2)C2CC2